[Na].O[C@@H](CO)[C@@H]1C(=C(C(O1)=O)O)O (R)-5-((S)-1,2-dihydroxyethyl)-4-hydroxy-2-oxo-2,5-dihydrofuran-3-ol sodium salt